FC1=C(C(=C(C(=C1C(CCC)=CCCC)F)F)F)F 1,2,3,4,5-Pentafluoro-6-(oct-4-en-4-yl)benzene